ClC1=CC=C(C=N1)N1C(=NC(=C1C)C#C)C(=O)N 1-(6-chloro-3-pyridinyl)-4-ethynyl-5-methyl-imidazole-2-carboxamide